4,2'-O-dimethyl-cytidine CC1(NC(N([C@H]2[C@H](OC)[C@H](O)[C@@H](CO)O2)C=C1)=O)N